CN1N=C(C=2C1=NC(=NC2)NC=2C=NN(C2)C)NC=2C=NC=C(C(=O)O)C2 5-((1-methyl-6-((1-methyl-1H-pyrazol-4-yl)amino)-1H-pyrazolo[3,4-d]pyrimidin-3-yl)amino)nicotinic acid